N-(4-fluorobenzyl)-N-(4-isobutoxybenzyl)pyridin-2-amine FC1=CC=C(CN(C2=NC=CC=C2)CC2=CC=C(C=C2)OCC(C)C)C=C1